ClC=1C=C(C=CC1C)NC(OCC1=CC=C2C(=C(C(=NC2=C1)C)C1C(NC(CC1)=O)=O)C)=O (3-(2,6-dioxopiperidin-3-yl)-2,4-dimethylquinolin-7-yl)methyl (3-chloro-4-methylphenyl)carbamate